6'-(((1S,3S)-3-((7-methylthieno[3,2-d]pyrimidin-2-yl)amino)cyclopentyl)amino)-2H-[1,3'-bipyridin]-2-one CC1=CSC2=C1N=C(N=C2)N[C@@H]2C[C@H](CC2)NC2=CC=C(C=N2)N2C(C=CC=C2)=O